1-(4-((5-(cinnolin-6-yl)-7H-pyrrolo[2,3-d]pyrimidin-2-yl)amino)piperidin-1-yl)ethan-1-one N1=NC=CC2=CC(=CC=C12)C1=CNC=2N=C(N=CC21)NC2CCN(CC2)C(C)=O